FC1=CC=C(C=C1)C=1C(=C(C=NC1CO)C(=O)N)O 5-(4-fluorophenyl)-4-hydroxy-6-(hydroxymethyl)pyridine-3-carboxamide